COC1=CC=C(C=C1)CN1N=NC(=C1C1=CC(=NC=C1)C=O)C(F)(F)F 4-{1-[(4-methoxyphenyl)methyl]-4-(trifluoromethyl)-1H-1,2,3-triazol-5-yl}pyridine-2-carbaldehyde